2-(5-(((2-(2,6-dioxopiperidin-3-yl)-1,3-dioxoisoindolin-4-yl)amino)methyl)-1,3,4-oxadiazol-2-yl)acetamide O=C1NC(CCC1N1C(C2=CC=CC(=C2C1=O)NCC1=NN=C(O1)CC(=O)N)=O)=O